tellurourea NC(=[Te])N